5-[7-fluoro-2-(4-fluorophenyl)-5-methyl-1H-indol-3-yl]-1,3,4-oxadiazol-2-ol FC=1C=C(C=C2C(=C(NC12)C1=CC=C(C=C1)F)C1=NN=C(O1)O)C